C1-(3-iodo-7-methyl-1H-indazol-6-yl)methanol IC1=NNC2=C(C(=CC=C12)CO)C